methyl (5R)-5-[(1R,3aS,3bS,7S,9aR,9bS,11aR)-7-acetoxy-5-hydroxy-9a,11a-dimethylhexadecahydro-1H-cyclopenta[1,2-a]phenanthren-1-yl]hexanoate C(C)(=O)O[C@H]1CC[C@@]2([C@H]3CC[C@]4([C@H]([C@@H]3CC(C2C1)O)CC[C@@H]4[C@@H](CCCC(=O)OC)C)C)C